N-(2-((2-(dimethylamino)ethyl)(methyl)amino)-5-((4-(8-fluoro-2-oxo-5,6-dihydro-4H-imidazo[4,5,1-ij]quinolin-1(2H)-yl)pyrimidin-2-yl)amino)-6-methoxypyridin-3-yl)acrylamide CN(CCN(C1=NC(=C(C=C1NC(C=C)=O)NC1=NC=CC(=N1)N1C(N2CCCC3=CC(=CC1=C23)F)=O)OC)C)C